2-(1-hept-6-ynylpyrazol-4-yl)acetic acid tert-butyl ester C(C)(C)(C)OC(CC=1C=NN(C1)CCCCCC#C)=O